OC1=[SiH]C2=CC3=CC(=CC(C3=C2C=C1)(C)C)Cl 2-hydroxy-7-chloro-5,5-dimethyl-silafluorene